N(N)CC(=O)NC1=CC=C2C=CC3=CC=CC4=CC=C1C2=C34 2-hydrazino-N-(pyrene-1-yl)acetamide